C(C1=CC=CC=C1)SC1=CC(=NC=N1)N1C[C@H]([C@@H](CC1)N1CC2=CC=CC=C2CC1)O trans-1-(6-(benzylthio)pyrimidin-4-yl)-4-(3,4-dihydroisoquinolin-2(1H)-yl)Piperidin-3-ol